(S)-6-(3-((Benzyloxy)methyl)-4-ethyl-5-oxo-4,5-dihydro-1H-1,2,4-triazol-1-yl)-8-((1,1,1-trifluoropropan-2-yl)oxy)isoquinolin-1(2H)-one C(C1=CC=CC=C1)OCC1=NN(C(N1CC)=O)C=1C=C2C=CNC(C2=C(C1)O[C@H](C(F)(F)F)C)=O